C(C)(C)(C)OC(=O)N1CCC(=CC1)C1=CC=C(C=C1)O 4-(4-hydroxyphenyl)-3,6-dihydro-2H-pyridine-1-carboxylic acid tert-butyl ester